C[Si](C(=CN1CCN(CC1)C)[SiH2]CNCCC[Si](OCC)(OCC)OCC)(OC)OC 1-methyldimethoxysilyl-2-(4-methylpiperazin-1-yl)(triethoxysilylpropylamino)methylsilyl-ethylene